3-amino-N-(4-((4-(5-fluoropyrimidin-2-yl)piperazin-1-yl)methyl)phenyl)-2-oxo-1-(4-phenyl-3,4-dihydro-2H-benzo[b][1,4]oxazin-6-yl)-1,2-dihydrothieno[2,3-b]pyrazine-6-carboxamide NC=1C(N(C2=C(N1)SC(=C2)C(=O)NC2=CC=C(C=C2)CN2CCN(CC2)C2=NC=C(C=N2)F)C2=CC1=C(OCCN1C1=CC=CC=C1)C=C2)=O